COCCOC([C@@H](C)OC1=C(C=CC=C1)SC1=C(C=C(C(=C1)N1C(N(C(=CC1=O)C(F)(F)F)C)=O)F)Cl)=O |r| 2-Methoxyethyl-(2RS)-2-[2-({2-chloro-4-fluoro-5-[3-methyl-2,6-dioxo-4-(trifluoromethyl)-3,6-dihydropyrimidin-1(2H)-yl]phenyl}sulfanyl)phenoxy]propanoat